(2Z)-1'-(chloromethyl)-2,3'-biindole-2',3(1H,1'H)-dione ClCN1C(\C(\C2=CC=CC=C12)=C\1/NC2=CC=CC=C2C1=O)=O